dicarboxyl-benzocyclobutane C(=O)(O)C1(CC2=C1C=CC=C2)C(=O)O